(3-bromothiophen-2-yl)-N-phenylthiazol-2-amine BrC1=C(SC=C1)C=1N=C(SC1)NC1=CC=CC=C1